4-bromo-1-(4-nitrophenyl)piperidine BrC1CCN(CC1)C1=CC=C(C=C1)[N+](=O)[O-]